7-chloro-2-methylfuro[2,3-c]pyridine ClC=1N=CC=C2C1OC(=C2)C